COC(=O)C(C(=O)OC)=CC1=CC=CC=C1 methyl α-methoxycarbonylcinnamate